1-(5-formylpyrimidin-2-yl)-3-methoxy-1H-pyrazole-4-carbonitrile C(=O)C=1C=NC(=NC1)N1N=C(C(=C1)C#N)OC